C(#N)C=1N=C(N2C1C(=CC(=C2)S(=O)(=O)NC2(CC2)C)N2CCN(CC2)C(=O)C2(CC2)OC)C=2SC(=NN2)C(F)(F)F 1-cyano-8-(4-(1-methoxycyclopropane-1-carbonyl)piperazin-1-yl)-N-(1-methylcyclopropyl)-3-(5-(trifluoromethyl)-1,3,4-thiadiazol-2-yl)imidazo[1,5-a]pyridine-6-sulfonamide